N-((S)-(7-((R)-Cyclopropyl(4,4,4-trifluorobutanamido)methyl)imidazo[1,2-b]pyridazin-2-yl)(4,4-difluorocyclohexyl)methyl)-2-(trifluoromethyl)cyclopropane-1-carboxamide C1(CC1)[C@H](C1=CC=2N(N=C1)C=C(N2)[C@@H](NC(=O)C2C(C2)C(F)(F)F)C2CCC(CC2)(F)F)NC(CCC(F)(F)F)=O